C(C)OC(C1=CC=C(C=C1)N1C(=CC=C1Br)Br)=O 4-(2,5-dibromo-1H-pyrrol-1-yl)benzoic acid ethyl ester